F[C@@H]1[C@@H](C1)C(=O)NC=1N=C2N(C=C(C=C2)C2=C(C=CC(=C2)C2=NNC=C2)C)C1 (1S,2S)-2-fluoro-N-(6-(2-methyl-5-(1H-pyrazol-3-yl)phenyl)imidazolo[1,2-a]pyridin-2-yl)cyclopropane-1-carboxamide